3'-chloro-3-methyl-[1,1'-biphenyl]-4-carboxamide ClC=1C=C(C=CC1)C1=CC(=C(C=C1)C(=O)N)C